NC=1N=NC(=CC1N1CC(OCC1)C1=C(C=C(C(=O)N2CCC(CC2)(F)CN2CCC(CC2)N2C=CC3=CC(=C(C=C23)C)N2CNCC=C2)C=C1)C)C1=C(C=CC=C1)O 1-(1-(1-((1-(4-(4-(3-Amino-6-(2-hydroxyphenyl)pyridazin-4-yl)morpholin-2-yl)-3-methylbenzoyl)-4-fluoropiperidin-4-yl)methyl)piperidin-4-yl)-6-methyl-1H-indol-5-yl)dihydropyrimidine